CC1([NH+](C(CCC1)(C)C)[O-])C 2,2,6,6-Tetramethylpiperidin oxide